Cl[Pd-](C1=C(C=CC=C1)C1=C(C=CC=C1)N)C=1C(=C(C=CC1)C1=C(C=CC=C1OC)OC)P(C1CCCCC1)C1CCCCC1 Chloro(2-dicyclohexylphosphino-2',6'-dimethoxy-1,1'-biphenyl-yl)(2'-amino-1,1'-biphenyl-2-yl)palladium(II)